COC1=C(C=CC(=C1)CCC(C=CCCCCC)=O)[O-] 2-methoxy-4-(3-oxodec-4-enyl)phenolate